BrC1=CC=C(C=C1)NC=1C=NC=CC1 N-(4-bromophenyl)pyridin-3-amine